4-(4-((1R,2S)-6-hydroxy-2-phenyl-1,2,3,4-tetrahydronaphthalen-1-yl)phenyl)piperidin OC=1C=C2CC[C@@H]([C@@H](C2=CC1)C1=CC=C(C=C1)C1CCNCC1)C1=CC=CC=C1